3-Hydroxybutanon OC(C(C)=O)C